O1CCN(CC1)S(=O)(=O)N1C[C@H](C[C@@H](C1)C1=CC=CC=C1)CO trans-(1-(morpholinosulfonyl)-5-phenylpiperidin-3-yl)methanol